1-anilino-7,8,9,10-tetrahydrobenzimidazo[1,2-b]isoquinoline N(C1=CC=CC=C1)C1=CC=CC2=C1N1C=C3CCCCC3=CC1=N2